COC=1C=C2CN(C=NC2=CC1)CCOC1=CC=CC=C1 6-methoxy-3-(2-phenoxyethyl)-3,4-dihydroquinazolin